C(#N)C(=CC1=CC=NC=C1)C1=CC=NC2=CC=CC=C12 1-cyano-1-(4-quinolyl)-2-(4-pyridyl)-ethylene